(E)-N-((2-(2,6-dioxopiperidin-3-yl)-1-oxoisoindolin-5-yl)methyl)-3-(4-fluorophenyl)-2-(methoxyimino)propanamide O=C1NC(CCC1N1C(C2=CC=C(C=C2C1)CNC(/C(/CC1=CC=C(C=C1)F)=N/OC)=O)=O)=O